N-(4-(5-(4-methyl-6-(3-(trifluoromethyl)pyrrolidin-1-yl)pyridin-2-yl)-1,3,4-oxadiazole-2-yl)-3-(6-azaspiro[2.5]octane-6-yl)phenyl)-2-hydroxyethane-1-sulfonamide CC1=CC(=NC(=C1)N1CC(CC1)C(F)(F)F)C1=NN=C(O1)C1=C(C=C(C=C1)NS(=O)(=O)CCO)N1CCC2(CC2)CC1